O1CCN(CC1)S(=O)(=O)C=1C=NC2=CC=C(C=C2C1NC1=C(C(=O)O)C=CC=C1)NC1=CC=NC=C1 2-[[3-morpholinosulfonyl-6-(4-pyridylamino)-4-quinolyl]amino]benzoic acid